[NH4+].ClC=1C(=NC(=CC1)OC)C(=O)N1C2CN(CCC1CC2)CC2=C(N=C1N2C=CC=N1)C1=CC=C(C=C1)Cl (3-chloro-6-methoxypyridin-2-yl)(3-{[2-(4-chlorophenyl)imidazo[1,2-a]pyrimidin-3-yl]methyl}-3,9-diazabicyclo[4.2.1]non-9-yl)methanone Ammonium